tert-butyl (1R,4R)-2,5-diazabicyclo[2.2.2]octane-2-carboxylate [C@H]12N(C[C@H](NC1)CC2)C(=O)OC(C)(C)C